(Z)-3-(3-bromophenyl)-4,4,4-trifluorobut-2-enoate BrC=1C=C(C=CC1)/C(=C/C(=O)[O-])/C(F)(F)F